1-hydroxy-6,6,9-trimethyl-3-pentyl-N-phenyl-6a,7,8,10a-tetrahydro-6H-benzo[c]chromene-2-carboxamide OC1=C2C3C(C(OC2=CC(=C1C(=O)NC1=CC=CC=C1)CCCCC)(C)C)CCC(=C3)C